FC(C=1N=C(OC1C(=O)N1[C@@H](C2=C(CC1)NC=N2)C=2OC1=C(N2)C=CC=C1F)C1=NC=NC=C1)F (S)-(4-(difluoromethyl)-2-(pyrimidin-4-yl)oxazol-5-yl)(4-(7-fluorobenzo[d]oxazol-2-yl)-6,7-dihydro-1H-imidazo[4,5-c]pyridin-5(4H)-yl)methanone